3,3-bisaminomethylcyclohexane NCC1(CCCCC1)CN